N-(3,4-difluorophenyl)-5-(2-((3,4-difluorophenyl)amino)-2-oxoacetyl)-1,2,4-trimethyl-1H-pyrrole-3-carboxamide FC=1C=C(C=CC1F)NC(=O)C1=C(N(C(=C1C)C(C(=O)NC1=CC(=C(C=C1)F)F)=O)C)C